FC=1C2=C(C(=NC1)C)CC(C2)CN[C@@H]2C[C@H](C2)C2CN(C(O2)=O)C2=NC1=C(OCC(N1)=O)N=C2 6-[5-[trans-3-[(4-fluoro-1-methyl-6,7-dihydro-5H-cyclopenta[c]pyridin-6-yl)methylamino]cyclobutyl]-2-oxo-1,3-oxazolidin-3-yl]-4H-pyrazino[2,3-b][1,4]oxazin-3-one